4-((((1S,4S)-4-(5-amino-6-methoxy-2H-indol-2-yl)-1-tert-butyl hydroxycyclohexyl)methoxy)methyl)piperidine-1-carboxylate NC1=CC2=CC(N=C2C=C1OC)[C@@H]1CC([C@@](CC1)(C(C)(C)C)COCC1CCN(CC1)C(=O)[O-])O